C(C)(C)NC(C1=C(C=C(C=C1OC)NC1=NN2C(C=C(C=C2)C=2N(N=CC2OC[C@@H]2N(CC2)C)C)=C1)OC)=O N-isopropyl-2,6-dimethoxy-4-[[5-[2-methyl-4-[[(2R)-1-methylazetidin-2-yl]methoxy]pyrazol-3-yl]pyrazolo[1,5-a]pyridin-2-yl]amino]benzamide